BrC1=CC=C(C=2NC=3CCC4(CC4)CC3C12)C(=O)O 4-bromospiro[5,7,8,9-tetrahydrocarbazole-6,1'-cyclopropane]-1-carboxylic acid